1-(4-(4-(2-amino-4-(difluoromethyl)pyrimidin-5-yl)-6-morpholino-1,3,5-triazin-2-yl)piperazin-1-yl)-8-methylnonane-1,6-dione NC1=NC=C(C(=N1)C(F)F)C1=NC(=NC(=N1)N1CCOCC1)N1CCN(CC1)C(CCCCC(CC(C)C)=O)=O